(5''-bromodispiro[cyclopropane-1,1'-cyclohexane-4',3''-indolin]-1''-yl)(3-((3,3-difluoroazetidin-1-yl)sulfonyl)phenyl)methanone BrC=1C=C2C3(CN(C2=CC1)C(=O)C1=CC(=CC=C1)S(=O)(=O)N1CC(C1)(F)F)CCC1(CC3)CC1